Cl.FC(C1=CC=C(C=C1)OC1=C2C=CN=CC2=C(C=C1)CN)(F)F [5-{4-(trifluoromethyl)phenyloxy}isoquinolin-8-yl]methylamine hydrochloride